1-methyl-7-nitro-1H-indazole-3-amine CN1N=C(C2=CC=CC(=C12)[N+](=O)[O-])N